C(C1=CC=CC=C1)N1CCC(CC1)CCNC(=O)C1CCN(CC1)C=1C=NC(=CC1)OC(F)(F)F N-[2-(1-benzylpiperidin-4-yl)ethyl]-1-[6-(trifluoromethoxy)pyridin-3-yl]piperidine-4-carboxamide